C1CC2CC=CC2C1 The molecule is a carbobicyclic compound consisting of two ortho-fused cyclopentane rings and containing one double bond located at position 2. It is a polycyclic olefin and a carbobicyclic compound.